C(C)OC1=CN=CC(=N1)C=1C=CC(=NC1)NC(C(CC)(C1=NC(=NC=C1)NS(=O)(=O)C)F)=O N-(5-(6-ethoxypyrazin-2-yl)pyridin-2-yl)-2-fluoro-2-(2-(methylsulfonamido)pyrimidin-4-yl)butanamide